OC(C)(C)C1(CN(CC1)C=1C=C(C(=NC1)C(F)(F)F)NC(C1=NC(=CC=C1)C=1C=NN(C1)CC(F)(F)F)=O)C N-(5-(3-(2-hydroxypropan-2-yl)-3-methylpyrrolidin-1-yl)-2-(trifluoromethyl)pyridin-3-yl)-6-(1-(2,2,2-trifluoroethyl)-1H-pyrazol-4-yl)picolinamide